ClC1=CC(=C(C=C1Cl)C(C1C2CN(CC1C2)C(=O)OC(C)(C)C)=NS(=O)C(C)(C)C)OCC=C tert-butyl 6-[[4,5-dichloro-2-(prop-2-en-1-yloxy)phenyl][(2-methylpropane-2-sulfinyl)imino]methyl]-3-azabicyclo[3.1.1]heptane-3-carboxylate